2-(6-((1-(4-(Difluoromethyl)phenyl)-4-methyl-1H-1,2,3-triazol-5-yl)methoxy)pyridazine-3-yl)-8-methylhexahydro-1H-pyrazino[1,2-a]pyrazin-4(6H)-one FC(C1=CC=C(C=C1)N1N=NC(=C1COC1=CC=C(N=N1)N1CC2N(C(C1)=O)CCN(C2)C)C)F